N-((4R,5S,7R,8R,9S,10R)-8,10-dihydroxy-7-(hydroxymethyl)-9-(4-(3,4,5-trifluorophenyl)-1H-1,2,3-triazol-1-yl)-1,6-dioxaspiro[4.5]decan-4-yl)-2-methyl-1-naphthamide O[C@H]1[C@H](O[C@@]2([C@@H](CCO2)NC(=O)C2=C(C=CC3=CC=CC=C23)C)[C@@H]([C@H]1N1N=NC(=C1)C1=CC(=C(C(=C1)F)F)F)O)CO